m-(6-chloro-5-trifluoromethoxy-2,3-dihydro-1-benzofuran-2-yl)benzoic acid ClC1=CC2=C(CC(O2)C=2C=C(C(=O)O)C=CC2)C=C1OC(F)(F)F